(s)-5-(1-(2-cyclohexylethyl)piperidin-3-yl)-2-(isoquinolin-5-yl)-2,4-dihydro-3H-1,2,4-triazol-3-one C1(CCCCC1)CCN1C[C@H](CCC1)C=1NC(N(N1)C1=C2C=CN=CC2=CC=C1)=O